methyl-isopropyl-(cymene) CC(C)(C)C1=C(C=CC(=C1)C)C(C)C